N-(3-methyl-1-(1-methylazetidin-3-yl)-1H-pyrazol-4-yl)-4-(4-(methylsulfonyl)thiophen-2-yl)-5-(trifluoromethyl)pyrimidin-2-amine CC1=NN(C=C1NC1=NC=C(C(=N1)C=1SC=C(C1)S(=O)(=O)C)C(F)(F)F)C1CN(C1)C